CC=1C=NC(=NC1)OC=1C=C(OC2=C(C=CC=C2)/C(/C(=O)OC)=C\OC)C=CC1 methyl (E)-2-[2-[3-(5-methylpyrimidin-2-yloxy)phenoxy]phenyl]-3-methoxyacrylate